NC1=CC(=CC=C1)S(=O)(=O)O 3-anilinesulfonic acid